ClC1=NC=2N(C(N(C)C(C2N1C)=O)=O)C 8-chlorocaffeine